C(C)(C)(C)[C@]1(N(C[C@@H](C1)F)C(=O)OC(CN(CC(O)C=1C=NN(C1)CC1=CC=CC=C1)CC1=CC=CC=C1)C)CO (benzyl-(2-(1-benzyl-1H-pyrazol-4-yl)-2-hydroxyethyl)amino)propan-2-ol tert-butyl-(2S,4R)-4-fluoro-2-(hydroxymethyl)pyrrolidine-1-carboxylate